8-methylimidazo[1,2-a]pyrazin-2-yl trifluoromethanesulfonate FC(S(=O)(=O)OC=1N=C2N(C=CN=C2C)C1)(F)F